1-((methylamino)methyl)-N,N-dimethylcyclobutylamine CNCC1(CCC1)N(C)C